C(C)(C)(C)OCC1=CC=C(C=C1)COC(C)(C)C α,α'-di-tert-butoxy-p-xylene